C(#N)[B-](C#N)(C#N)C#N.[Na+] sodium tetra-cyanoborate